FC1(OC2=C(O1)C=CC(=C2)/C=C/C(=O)C2=C(C(=O)O)C=CC=C2)F 2-[(E)-3-(2,2-Difluoro-1,3-benzodioxol-5-yl)prop-2-enoyl]benzoic acid